O=C1N(C(CC1)=O)OC(CCCCC)=O hexanoic acid 2,5-dioxo-pyrrolidin-1-yl ester